NC=1C(=CC(=C(C1)C=1N=CSC1CO)F)F [4-(5-Amino-2,4-difluoro-phenyl)thiazol-5-yl]methanol